FC1(C(C1)C[C@@H](C(=O)O)NC(=O)C=1NC2=CC=CC(=C2C1)OC)F (2S)-3-(2,2-difluorocyclopropyl)-2-(4-methoxy-1H-indole-2-carboxamido)propanoic acid